CC1=C(N=C(N=N1)S)C=CC1=CC(=CC=C1)[N+](=O)[O-] 6-methyl-5-[m-nitrostyryl]-3-mercapto-1,2,4-triazine